tert-butyl (R)-(1-(5-bromopyrimidin-2-yl)piperidin-3-yl)carbamate BrC=1C=NC(=NC1)N1C[C@@H](CCC1)NC(OC(C)(C)C)=O